5-chloro-1'-{2-[4-(3-methanesulfonyloxetan-3-yl)phenoxy]ethyl}-1,2-dihydrospiro[indole-3,4'-piperidin]-2-one ClC=1C=C2C(=CC1)NC(C21CCN(CC1)CCOC1=CC=C(C=C1)C1(COC1)S(=O)(=O)C)=O